2-amino-N-(4-chlorophenyl)-N-isopropylacetamide NCC(=O)N(C(C)C)C1=CC=C(C=C1)Cl